CC(C)(C)C(=O)SCCNC(=O)CCNC(=O)[C@@H](C(C)(C)COP(=O)(O)OP(=O)(O)OC[C@@H]1[C@H]([C@H]([C@@H](O1)N2C=NC3=C(N=CN=C32)N)O)OP(=O)(O)O)O The molecule is a short-chain fatty acyl-CoA that results from the formal condensation of the thiol group of coenzyme A with the carboxy group of pivalic acid. It has a role as a rat metabolite and a xenobiotic metabolite. It is a short-chain fatty acyl-CoA and a methyl-branched fatty acyl-CoA. It derives from a pivalic acid. It is a conjugate acid of a pivaloyl-CoA(4-).